BrC1=NC=C(C(=C1)CN(CCO)C)OC 2-(((2-bromo-5-methoxypyridin-4-yl)methyl)(methyl)amino)ethan-1-ol